2-Methyl-6-(4-(2-((1-(methylsulfonyl)piperidin-4-yl)amino)-5-(trifluoromethyl)pyrimidin-4-yl)-1H-imidazol-1-yl)benzonitrile CC1=C(C#N)C(=CC=C1)N1C=NC(=C1)C1=NC(=NC=C1C(F)(F)F)NC1CCN(CC1)S(=O)(=O)C